C(#N)[C@H]1N(CSC1)C(CNC(=O)C1=CC=NC2=CC=C(C=C12)N1CCC(CC1)C(F)(F)F)=O (R)-N-(2-(4-cyanothiazolidin-3-yl)-2-oxoethyl)-6-(4-(trifluoromethyl)piperidin-1-yl)-quinoline-4-carboxamide